C(C)OC(C(C(=O)C1=CC=C(C=C1)Cl)N)=O 2-amino-3-(4-chlorophenyl)-3-oxopropanoic acid ethyl ester